C(C1=CC=CC=C1)OC(=O)N[C@H](CC(=O)OC(C)(C)C)C(=O)NCCC1=CC=C(C=C1)O tert-butyl (3R)-3-(benzyloxycarbonylamino)-4-[2-(4-hydroxyphenyl) ethylamino]-4-oxo-butanoate